OC=1C=C(C=CC1O)CC(=O)O.CN1C(C=CC(=C1)C1=NC(=NC=C1CCC)S(=O)(=O)C)=O 1-methyl-5-(2-methylsulfonyl-5-propylpyrimidin-4-yl)pyridin-2-one 3,4-dihydroxybenzenacetate